di(3-propyl)methoxysilane 4-[dimethyl-[(1-oxophenalen-2-yl)methyl]ammonio]butane-1-sulfonate C[N+](CCCCS(=O)(=O)[O-])(CC=1C(C=2C=CC=C3C=CC=C(C1)C23)=O)C.CCC[SiH](OC)CCC